Cl.N[C@H]1C[C@@H](CC1)OC1=CC=C(C=C1C1=C(C(=CC=C1)F)C1CCC1)C=1C(=NN(C1)C)C(=O)OC methyl 4-(6-(((1R,3R)-3-aminocyclopentyl)oxy)-2'-cyclobutyl-3'-fluoro-[1,1-biphenyl]-3-yl)-1-methyl-1H-pyrazole-3-carboxylate hydrochloride